(R)-1-(1-(4-fluorophenyl)-8-methoxy-9-(1-methyl-1H-pyrazol-3-yl)-5,6-dihydroimidazo[5,1-a]isoquinoline-3-carbonyl)-2-methylpyrrolidine-2-carbonitrile FC1=CC=C(C=C1)C=1N=C(N2C1C1=CC(=C(C=C1CC2)OC)C2=NN(C=C2)C)C(=O)N2[C@](CCC2)(C#N)C